N[C@H]1CN(CC1)C1=CC(=CC(=N1)N1C(C2=CC=C(C(=C2C1)C1=C(C=CC=C1OC)F)F)=O)C 2-(6-((R)-3-aminopyrrolidin-1-yl)-4-methylpyridin-2-yl)-5-fluoro-4-(2-fluoro-6-methoxyphenyl)isoindolin-1-one